C(=O)(O)C1=CC=C(C=C1)N=C1C=CC2=NC3=CC=CC=C3SC2=C1 3-(4'-carboxyphenyl)imino-3H-phenothiazine